(R)-4-(1-(dimethyl-amino)ethyl)-N'-((1,2,3,5,6,7-hexahydro-s-indacen-4-yl)carbamoyl)benzene-sulfonimidamide CN(C(C)C1=CC=C(C=C1)[S@@](=O)(N)=NC(NC1=C2CCCC2=CC=2CCCC12)=O)C